benzyl ((1S)-(3,3-dicyclopropylcyclobutyl)(6-(((5R)-2-oxo-5-(trifluoromethyl)piperidin-3-yl)methyl)imidazo[1,2-b]pyridazin-2-yl)methyl)carbamate C1(CC1)C1(CC(C1)[C@@H](C=1N=C2N(N=C(C=C2)CC2C(NC[C@@H](C2)C(F)(F)F)=O)C1)NC(OCC1=CC=CC=C1)=O)C1CC1